FC1=C(C=CC(=C1)F)SCC=O 2-((2,4-difluorophenyl)thio)ethan-1-one